3,4-dichlorophenyl N-diethylaminocarbamate C(C)N(NC(OC1=CC(=C(C=C1)Cl)Cl)=O)CC